1-Hexen C=CCCCC